3-[2-(4-chloro-3-fluorophenoxy)acetamido]-N-[(1,3-dimethyl-1H-pyrazol-5-yl)methyl]bicyclo[1.1.1]pentane-1-carboxamide ClC1=C(C=C(OCC(=O)NC23CC(C2)(C3)C(=O)NCC3=CC(=NN3C)C)C=C1)F